[Si](C1=CC=CC=C1)(C1=CC=CC=C1)(C(C)(C)C)OC1C(COC1)(C)NCC1=CC(=C2CN(C(C2=C1)=O)C1=NC(=CC(=C1)C1=C(C=C(C#N)C=C1)C1=NN=CN1C)C1CC1)F 4-(2-{6-[({4-[(tert-Butyldiphenylsilyl)oxy]-3-methyloxolan-3-yl}amino)methyl]-4-fluoro-1-oxo-3H-isoindol-2-yl}-6-cyclopropylpyridin-4-yl)-3-(4-methyl-1,2,4-triazol-3-yl)benzonitrile